C(CCCC)OC(C1=CC=C(C=C1)N(C)C)=O 4-(dimethylamino)-benzoic acid Amylester